NC=1C(NC2=CC(=C(N=C2C1C1=C2C=NNC2=C(C=C1)F)N1CCNCC1)C)=O 3-Amino-4-(7-fluoro-1H-indazol-4-yl)-7-methyl-6-piperazin-1-yl-1H-1,5-naphthyridin-2-one